O=C1NC(CCC1N1C(C2=CC=C(C=C2C1)CCCCCCC(=O)O)=O)=O 7-(2-(2,6-dioxopiperidin-3-yl)-1-oxoisoindolin-5-yl)heptanoic acid